nicotine sulphate S(=O)(=O)(O)O.N1=CC=CC(=C1)C1N(C)CCC1